2-prop-2-ynoxytetrahydropyran C(C#C)OC1OCCCC1